2-(2-(ethylamino)-5-(methylsulfonyl)benzoyl)-2-azabicyclo[3.1.0]hexane-3-carboxamide C(C)NC1=C(C(=O)N2C3CC3CC2C(=O)N)C=C(C=C1)S(=O)(=O)C